NC1=C(C=2C(=NC=CN2)N1C1=C(C(=CC=C1C)OC)C)C#N 6-amino-5-(3-methoxy-2,6-dimethyl-phenyl)pyrrolo[2,3-b]pyrazine-7-carbonitrile